C(C)(C)(C)OC(=O)N[C@@H](C(=O)O)COC (R)-2-tert-butoxycarbonylamino-3-methoxypropionic acid